[I-].C(C(C)(C)C)[Zn+] neopentylzinc (II) iodide